FC1=C(CC=2C(=NC=CC2)C(=O)N)C(=C(C(=C1F)NCC(C1=NC=CC=C1)=O)F)F.[N] Nitrogen (2,3,5,6-tetrafluoro-4-((2-oxo-2-(pyridin-2-yl)ethyl)amino)benzyl)picolinamide